2-((R)-2-(4-((2S,4S)-2-((difluoromethoxy)methyl)-4-(4-(trifluoromethyl)phenoxy)pyrrolidin-1-yl)benzoylamino)-2-(4-(ethylsulfonyl)phenyl)ethoxy)-2-methylpropionic acid FC(OC[C@H]1N(C[C@H](C1)OC1=CC=C(C=C1)C(F)(F)F)C1=CC=C(C(=O)N[C@@H](COC(C(=O)O)(C)C)C2=CC=C(C=C2)S(=O)(=O)CC)C=C1)F